2-norbornyl-(norbornyl) dimethylsilyl ether C[SiH](C)OC12C(CC(CC1)C2)C21CCC(CC2)C1